9,10-dihydro-9-oxa10-phosphaphenanthrene 10-oxide C1=CC=CC=2C3=CC=CC=C3OP(C12)=O